ClC1=C(C=C2C(=NNC2=C1)C1=CC(=NC=C1)C)C1C[C@@H]2[C@@H](CN(C2)C2S(CCCC2)(=O)=O)C1 ((3aR,5s,6aS)-5-(6-chloro-3-(2-methylpyridin-4-yl)-1H-indazol-5-yl)hexahydrocyclopenta[c]pyrrol-2(1H)-yl)tetrahydro-2H-thiopyran 1,1-dioxide